FC1=CC=C(C=C1)C1=C(CCC(C1)(C)C)CN1C2CN(C(C1)C2)CC=2C=C1CN(C(C1=CC2)=O)C2C(NC(CC2)=O)=O 3-(5-((5-((4'-fluoro-5,5-dimethyl-3,4,5,6-tetrahydro-[1,1'-biphenyl]-2-yl)methyl)-2,5-diazabicyclo[2.2.1]heptan-2-yl)methyl)-1-oxoisoindolin-2-yl)piperidine-2,6-dione